N-(3-(3-(benzyloxy)-2,4-difluoro-5-(trifluoromethyl)phenyl)-1-methyl-1H-pyrazolo[3,4-d]pyrimidin-6-yl)-N,1-dimethyl-1,2,3,4-tetrahydroquinolin-3-amine C(C1=CC=CC=C1)OC=1C(=C(C=C(C1F)C(F)(F)F)C1=NN(C2=NC(=NC=C21)N(C2CN(C1=CC=CC=C1C2)C)C)C)F